C(C)OC=1C=C(C=C(C1C)COC)C(C)NCCCCC1=CC=CC=C1 N-{1-[3-ethoxy-5-(methoxymethyl)-4-methylphenyl]ethyl}-4-phenylbutan-1-amine